3-((2S,6S)-2,6-dimethylmorpholino)-2-nitroaniline C[C@@H]1O[C@H](CN(C1)C=1C(=C(N)C=CC1)[N+](=O)[O-])C